FC=1C=C(C(=O)NC)C=C(C1)[C@@H](C)N1C=NC2=CC(=CC=C2C1=O)C=1C=NNC1C(F)(F)F (R)-3-fluoro-N-methyl-5-(1-(4-oxo-7-(5-(trifluoromethyl)-1H-pyrazol-4-yl)quinazolin-3(4H)-yl)ethyl)benzamide